BrC1=C(C(=CC=C1)Cl)NC(=O)C=1C(=NC(=NC1)NC=1C=C(C=CC1O[C@H]1CN(CC1)C)C)OC N-(2-bromo-6-chlorophenyl)-2-[4-[(R)-1-methyl-3-pyrrolidinyloxy]-3-toluidino]-4-methoxy-5-pyrimidinecarboxamide